C(C)(C)(C)OC(=O)N[C@]1(CN(CCC1)CC1=CC(=NC=C1)C(=O)[O-])C.[Li+] lithium 4-{[(R)-3-(tert-butoxycarbonylamino)-3-methyl-1-piperidyl]methyl}-2-pyridinecarboxylate